potassium 2,4,6-triethylbenzenesulfonate C(C)C1=C(C(=CC(=C1)CC)CC)S(=O)(=O)[O-].[K+]